6-chloro-3-[(E)-3-[4-(4-chlorophenyl)phenyl]prop-2-enoyl]-4-phenyl-1H-quinolin-2-one ClC=1C=C2C(=C(C(NC2=CC1)=O)C(\C=C\C1=CC=C(C=C1)C1=CC=C(C=C1)Cl)=O)C1=CC=CC=C1